O=C([C@@H](O)[C@H](O)[C@@H](O)[C@H](O)CO)O D-Idonic acid